FC=1C=C(C=CC1C(C)C)C(C1=C(C=CC=C1)C)CC(C)(S(=O)N)C ((3-fluoro-4-isopropylphenyl)(o-tolyl)methyl)-2-methylpropane-2-sulfinamide